isopropyltrimethoxylsilane C(C)(C)[Si](OC)(OC)OC